N-[2-(4-methylpiperazin-1-yl)-5-[4-(3-morpholinopropylcarbamoyl)triazol-1-yl]phenyl]-6-methylsulfanyl-4-(trifluoromethyl)pyridine-3-carboxamide CN1CCN(CC1)C1=C(C=C(C=C1)N1N=NC(=C1)C(NCCCN1CCOCC1)=O)NC(=O)C=1C=NC(=CC1C(F)(F)F)SC